(biphenylyl)(diphenylfluorenyl)(dibenzothiophenylphenyl)amine C1(=C(C=CC=C1)N(C1=C(C=CC=C1)C1=CC=CC=2SC3=C(C21)C=CC=C3)C3=C(C(=CC=2C1=CC=CC=C1CC32)C3=CC=CC=C3)C3=CC=CC=C3)C3=CC=CC=C3